C(C)(C)(C)OC(=O)N1CC(N(CC1)C)C(=O)N1CCN(CC1)C1=NC=C(C=N1)C(F)(F)F 4-Methyl-3-[4-[5-(trifluoromethyl)pyrimidin-2-yl]piperazine-1-carbonyl]piperazine-1-carboxylic acid tert-butyl ester